(2S,4S)-N-(3,4-Difluorophenyl)-N-ethyl-4-(((3R,4R)-4-hydroxytetrahydro-2H-pyran-3-yl)amino)-1-(6-methyl-4-(trifluoromethyl)pyridin-2-yl)pyrrolidine-2-carboxamide FC=1C=C(C=CC1F)N(C(=O)[C@H]1N(C[C@H](C1)N[C@@H]1COCC[C@H]1O)C1=NC(=CC(=C1)C(F)(F)F)C)CC